tert-Butyl-3-[({(1R)-1-[1-benzyl-4-(2,5-difluorophenyl)-1H-imidazol-2-yl]-2,2-dimethylpropyl}amino)methyl]-4-({[2-(trimethylsilyl)ethoxy]carbonyl}amino)pyrrolidin-1-carboxylat C(C)(C)(C)OC(=O)N1CC(C(C1)NC(=O)OCC[Si](C)(C)C)CN[C@H](C(C)(C)C)C=1N(C=C(N1)C1=C(C=CC(=C1)F)F)CC1=CC=CC=C1